(R)-2-((1R,5S)-3-oxa-8-azabicyclo[3.2.1]octan-8-yl)-N-methoxy-N-methylpropanamide [C@H]12COC[C@H](CC1)N2[C@@H](C(=O)N(C)OC)C